The molecule is a chromanol that is 6-hydroxychromane which is substituted by a carboxy group at position 2 and by methyl groups at positions 2, 5, 7, and 8. A cell-permeable, water-soluble analogue of vitamin E, it is used as a standard for measuring the antioxidant capacity of complex mixtures. It has a role as an antioxidant and a radical scavenger. It is a chromanol, a member of phenols and a monocarboxylic acid. CC1=C(C2=C(CCC(O2)(C)C(=O)O)C(=C1O)C)C